(3-(4-Bromophenoxy)-6-hydroxybenzo[b]thiophen-2-yl)(5-fluoro-2-methylphenyl)methanone BrC1=CC=C(OC=2C3=C(SC2C(=O)C2=C(C=CC(=C2)F)C)C=C(C=C3)O)C=C1